6-(4-(1-(4-chloro-3-fluorophenyl)-3,3-dimethyl-2,3-dihydro-1H-pyrrolo[3,2-b]pyridine-5-carbonyl)-3,3-dimethylpiperazin-1-yl)-2,4-dimethylnicotinic acid methyl ester COC(C1=C(N=C(C=C1C)N1CC(N(CC1)C(=O)C1=CC=C2C(=N1)C(CN2C2=CC(=C(C=C2)Cl)F)(C)C)(C)C)C)=O